C(=O)(OCC1C2=CC=CC=C2C2=CC=CC=C12)N[C@@H](CC(=O)O)C(=O)OCC=C fmoc-O-allyl-L-aspartic acid